ClC1=C(C(=O)NC2(C[C@@H]3[C@@H](CN(C3)C3=NC=C(C=C3)C=3C=4N(C=C(C3)OCC)N=CC4C#N)C2)C)C=C(C=C1)F 2-chloro-N-((3aR,5s,6aS)-2-(5-(3-cyano-6-ethoxypyrazolo[1,5-a]pyridin-4-yl)pyridin-2-yl)-5-methyl-octahydrocyclopenta[c]pyrrol-5-yl)-5-fluorobenzamide